3-(4-methoxyphenyl)-1,3-propanedione COC1=CC=C(C=C1)C(CC=O)=O